COC(C(C)(C)OCC1=NN(C(=C1)C1=CC(=CC=C1)OC)CC1=C(C=CC=C1)Cl)=O 2-([1-[(2-chlorophenyl)methyl]-5-(3-methoxyphenyl)1H-pyrazol-3-yl]methoxy)-2-methyl-propionic acid methyl ester